C(C=C)OCC(COCC=C)OC(C(=C)C)=O 1,3-Diallyloxy-2-methacryloxypropane